2-mercaptoethylamine SCCN